NC1=CC=C(C=N1)N1CCC(CC1)(O)COC 1-(6-aminopyridin-3-yl)-4-(methoxymethyl)piperidin-4-ol